tert-Butyl (1S,4S)-5-(4-((3-chloro-4-(difluoromethoxy)-2-fluorophenyl)amino)pyrido[3,2-d]pyrimidin-6-yl)-2,5-diazabicyclo[2.2.2]octane-2-carboxylate ClC=1C(=C(C=CC1OC(F)F)NC=1C2=C(N=CN1)C=CC(=N2)N2[C@@H]1CN([C@H](C2)CC1)C(=O)OC(C)(C)C)F